COC1=C(C(=O)N(C2CCN(CC2)C=2C=NN(C2)C)C)C=CC(=C1)C1=NC(=CN=C1)C=1SC=C(C1)NC(CCCC)=O 2-methoxy-N-methyl-N-(1-(1-methyl-1H-pyrazol-4-yl)piperidin-4-yl)-4-(6-(4-pentanamidothiophen-2-yl)pyrazin-2-yl)benzamide